C12(CC3CC(CC(C1)C3)C2)CN2N=CC(=C2C)C2=C(C=3N(C=C2)C(=CN3)C=3C=NC(=NC3)N)C(=O)OC methyl 7-(1-(adamantan-1-ylmethyl)-5-methyl-1H-pyrazol-4-yl)-3-(2-aminopyrimidin-5-yl)imidazo[1,2-a]pyridine-8-carboxylate